C(#N)CC(=O)NC1=C(C=C(C=C1)C1=NC(=NC=C1)NC1=CC=C(C=C1)N1CCOCC1)OC(F)(F)F 2-cyano-N-(4-(2-(4-morpholinophenyl-amino)pyrimidin-4-yl)-2-(trifluoromethoxy)phenyl)acetamide